7-methyl-5-oxo-5,7,8,9-tetrahydropyrrolo[1,2-c][1,2,4]triazolo[1,5-a]pyrimidine-9-carboxamide CC1CC(N2C=3N(C(C=C21)=O)N=CN3)C(=O)N